OC1CC2(C(N3[C@H](O2)CC[C@H]3C3=CC=CC=C3)=O)C1 (1S,3S,5'S,7a'R)-3-hydroxy-5'-phenyltetrahydro-3'H-spiro[cyclobutane-1,2'-pyrrolo[2,1-b]oxazol]-3'-one